CN1C(=NC=C1[N+](=O)[O-])\C=C/1\C(N=C(S1)NCC(CN)(C)C)=O (5Z)-5-[(1-methyl-5-nitro-1H-imidazol-2-yl)methylene]-2-[(3-amino-2,2-dimethylpropyl)amino]-4(5H)thiazolone